2-(6-fluoropyridin-2-yl)1-phenylethane-1-one ethyl-5-chloro-1-(4-fluorophenyl)-6-methyl-2-oxo-1,2-dihydropyridine-3-carboxylate C(C)OC(=O)C=1C(N(C(=C(C1)Cl)C)C1=CC=C(C=C1)F)=O.FC1=CC=CC(=N1)CC(=O)C1=CC=CC=C1